1,1,3-Triiodo-1,3-Disilacyclobutan I[Si]1(C[SiH](C1)I)I